6-{5-[(1S)-1-{[6-chloro-5-(trifluoromethyl)-1,3-benzooxazol-2-yl]amino}ethyl]-1H-1,2,4-triazol-1-yl}pyridine-3-carboxylic acid tert-butyl ester C(C)(C)(C)OC(=O)C=1C=NC(=CC1)N1N=CN=C1[C@H](C)NC=1OC2=C(N1)C=C(C(=C2)Cl)C(F)(F)F